ClC=1N=C(C2=C(N1)C(=C(O2)C[C@H]([C@H](C)F)NC(OC(C)(C)C)=O)C=2OC=CN2)NCC=2SC=CC2 tert-butyl N-[(2R,3S)-1-[2-chloro-7-(1,3-oxazol-2-yl)-4-[(thiophen-2-ylmethyl)amino]furo[3,2-d]pyrimidin-6-yl]-3-fluorobutan-2-yl]carbamate